4-(2-(4-(2-acetyl-5-chlorophenyl)-5-methoxy-2-oxopyridin-1(2H)-yl)-3-(m-methylphenyl)propionamido)benzoic acid C(C)(=O)C1=C(C=C(C=C1)Cl)C1=CC(N(C=C1OC)C(C(=O)NC1=CC=C(C(=O)O)C=C1)CC1=CC(=CC=C1)C)=O